2-[2-(aminomethyl)-3,3-difluoro-allyl]-4-[5-(4-methylsulfonylphenyl)pyrazin-2-yl]-1,2,4-triazol-3-one NCC(CN1N=CN(C1=O)C1=NC=C(N=C1)C1=CC=C(C=C1)S(=O)(=O)C)=C(F)F